1-allyl-3-vinylimidazole chloride salt [Cl-].C(C=C)N1CN(C=C1)C=C